(S)-5-(1-hydroxycyclopentane-1-carbonyl)-N-((S)-3-oxo-1-((S)-2-oxopyrrolidin-3-yl)-4-(trifluoromethoxy)butan-2-yl)-5-azaspiro[2.4]heptane-6-carboxamide OC1(CCCC1)C(=O)N1CC2(CC2)C[C@H]1C(=O)N[C@@H](C[C@H]1C(NCC1)=O)C(COC(F)(F)F)=O